BrC1=CN=CC=2N=C(N=C(C21)N2CCC1(CCN(C1)C(=O)OC(C)(C)C)CC2)C2=CC=NC=C2 tert-Butyl 8-[5-bromo-2-(4-pyridyl)pyrido[3,4-d]pyrimidin-4-yl]-2,8-diazaspiro[4.5]decane-2-carboxylate